3-[1-methyl-6-[4-(methylamino)-1-piperidyl]pyrazolo[3,4-b]pyridin-3-yl]piperidine-2,6-dione hydrochloride Cl.CN1N=C(C=2C1=NC(=CC2)N2CCC(CC2)NC)C2C(NC(CC2)=O)=O